tert-butyl N-(tert-butoxycarbonyl)-N-butylglycinate C(C)(C)(C)OC(=O)N(CC(=O)OC(C)(C)C)CCCC